COC1=CC=C(C=C1)C1=CC(=NO1)C1=NC2=C(N1CCOC1=C(C=CC=C1)C)C=CC=C2 5-(4-methoxyphenyl)-3-(1-(2-(o-tolyloxy)ethyl)-1H-benzo[d]imidazol-2-yl)isoxazole